di-tert-butyl-(2R,4R)-4-((6-chloro-5-fluoropyridin-2-yl) methyl)-2-methylpiperidine-1,4-dicarboxylate C(C)(C)(C)OC(=O)N1[C@@H](C[C@@](CC1)(C(=O)OC(C)(C)C)CC1=NC(=C(C=C1)F)Cl)C